2-[4-[(3-cyano-4-methyl-1H-indol-7-yl)sulfamoyl]pyrazol-1-yl]acetamide C(#N)C1=CNC2=C(C=CC(=C12)C)NS(=O)(=O)C=1C=NN(C1)CC(=O)N